((S)-1-oxo-1-(((S)-1-oxo-3-(2-oxo-1,2-dihydropyridin-3-yl)propan-2-yl)amino)hexan-2-yl)carbamic acid 2-(3-chlorophenyl)-2,2-difluoro-1-phenylethyl ester ClC=1C=C(C=CC1)C(C(C1=CC=CC=C1)OC(N[C@H](C(N[C@H](C=O)CC=1C(NC=CC1)=O)=O)CCCC)=O)(F)F